ClC=1C=C(C=CC1)N1N=C(C=C1)NC=1N=CC2=C(N1)N(C(C=C2C)=O)C2CCCC2 2-((1-(3-chlorophenyl)-1H-pyrazol-3-yl)amino)-8-cyclopentyl-5-methylpyrido[2,3-d]pyrimidin-7(8H)-one